2,2-distearoyl-4-dimethylaminomethyl-[1,3]-dioxolane C(CCCCCCCCCCCCCCCCC)(=O)C1(OCC(O1)CN(C)C)C(CCCCCCCCCCCCCCCCC)=O